C(C)(C)(C)OC(=O)N1N=CC2=CC=C(C=C12)S(N[C@@H](C(F)(F)F)C1=CC=C(C=C1)F)(=O)=O.NC1=CC=C(N(C)C)C=C1 para-aminodimethylaniline tert-butyl-(R)-6-(N-(2,2,2-trifluoro-1-(4-fluorophenyl)ethyl)sulfamoyl)-1H-indazole-1-carboxylate